BrCCC=1C=C2CN(C(C2=CC1)=O)N1C(NC(CC1)=O)=O 1-(5-(2-bromoethyl)-1-oxoisoindolin-2-yl)dihydropyrimidine-2,4(1H,3H)-dione